ClC=1C=2C(N=C3N(C2C=CC1)C1=CC(=CC=C1C31CCCCC1)N1CCN(CC1)C(=O)C1CCC(CC1)C#C)=O 4'-chloro-10'-(4-((1r,4r)-4-ethynylcyclohexane-1-carbonyl)piperazin-1-yl)-5'H-spiro[cyclohexane-1,7'-indolo[1,2-a]quinazolin]-5'-one